(methyl(2,2,2-trifluoroethyl)amino)pyrrolidine-1-carboxylate CN(CC(F)(F)F)C1N(CCC1)C(=O)[O-]